4-[1-(2,6-Dioxo-3-piperidyl)-3-methyl-2-oxo-benzimidazol-5-yl]-N-(4-piperidylsulfonyl)butanamide O=C1NC(CCC1N1C(N(C2=C1C=CC(=C2)CCCC(=O)NS(=O)(=O)C2CCNCC2)C)=O)=O